tert-butyl 2-((4-cyano-2-fluorobenzyl)(2-fluoroethyl)-amino)acetate C(#N)C1=CC(=C(CN(CC(=O)OC(C)(C)C)CCF)C=C1)F